C(C1=CC=CC=C1)(=O)C1=C(C(=CC=C1)C)/C=C/C(=O)N(C)C (E)-3-(2-benzoyl-6-methylphenyl)-N,N-dimethylacrylamide